FC1(C(C1)CC1N(S(OC1)=O)C(=O)OC(C)(C)C)F tert-butyl 4-[(2,2-difluorocyclopropyl)methyl]-2-oxo-1,2lambda4,3-oxathiazolidine-3-carboxylate